Cl.Cl.C(C1=C(C(=O)OC([2H])([2H])C2=CC=C(C=C2)[C@](C(=O)NC=2C=C3C=CN=C(C3=CC2)[2H])(CN)[2H])C=CC(=C1)C([2H])([2H])[2H])([2H])([2H])[2H] (S)-(4-(3-amino-1-((isoquinolin-6-yl-1-d)amino)-1-oxopropan-2-yl-2-d)phenyl)methyl-d2 2,4-bis(methyl-d3)benzoate dihydrochloride